Cl[Si]1(CC[Si](CC1)(C)C)Cl 1,1-dichloro-4,4-dimethyl-1,4-disilacyclohexane